methyl N-methyl-N-((2S,3S)-1-(thiazol-2-yl)-2-((tosyloxy)methyl)pyrrolidine-3-carbonyl)-L-valinate CN([C@@H](C(C)C)C(=O)OC)C(=O)[C@@H]1[C@H](N(CC1)C=1SC=CN1)COS(=O)(=O)C1=CC=C(C)C=C1